NCCC1N(CCC1)C 2-(2-aminoethyl)methylpyrrolidine